CC=1NC(=CN1)C 2,5-dimethyl-1H-imidazol